C(C)(C)(C)OC(NC(CC1=CC(=C2C(=NC=NN21)N)C=2C=NC1=CC=CC=C1C2)CC=C)=O (1-(4-amino-5-(quinolin-3-yl)pyrrolo[2,1-f][1,2,4]triazin-7-yl)pent-4-en-2-yl)carbamic acid tert-butyl ester